sulfanyl-benzyl-amine SNCC1=CC=CC=C1